CNC1=C2N=CNC2=NC=N1 6-(methylamino)-9H-purin